phenethyl-amine C(CC1=CC=CC=C1)N